ClC=1C2=CN(N=C2C=CC1C1=NNC2=NC(=CN=C21)N2CC1C(C1CC2)(C2=NOC=C2C)CN)C [3-[3-(4-chloro-2-methylindazol-5-yl)-1H-pyrazolo[3,4-b]pyrazin-6-yl]-7-(4-methyl-1,2-oxazol-3-yl)-3-azabicyclo[4.1.0]heptan-7-yl]methanamine